C1N(CC2=CC=CC=C12)CC=1OC=C(C(C1)=O)OCC(=O)N1CCN(CC1)C1=NC=CC=C1COC 2-(isoindolin-2-ylmethyl)-5-(2-(4-(3-(methoxymethyl)pyridin-2-yl)piperazin-1-yl)-2-oxoethoxy)-4H-pyran-4-one